C(C)C=1C(NC2=CC(=CN=C2C1)CO)=O 3-Ethyl-7-hydroxymethyl-1,5-naphthyridine-2(1H)-one